BrC=1C=C(C=C(C1)Br)C1=CC(=CC(=C1)Br)Br 3,5,3',5'-tetrabromo-biphenyl